1-(3-((4-((2,6-dichloro-phenyl)amino)pyrido[3,4-d]pyrimidin-6-yl)oxy)-pyrrolidin-1-yl)prop-2-en-1-one ClC1=C(C(=CC=C1)Cl)NC=1C2=C(N=CN1)C=NC(=C2)OC2CN(CC2)C(C=C)=O